BrC=1C=C2C=CNC2=CC1C 5-bromo-6-methyl-1H-indole